ClC1=NC=CC(=C1F)C=1C(=NNN1)C(C)N(C(OC(C)(C)C)=O)C tert-butyl (1-(5-(2-chloro-3-fluoropyridin-4-yl)-2H-1,2,3-triazol-4-yl)ethyl)(methyl)carbamate